C(C=C)(=O)N1C[C@@H](CC1)N(C1=NC=NC2=C(C(=C(C=C12)C(F)(F)F)C1=CC=C(C=2SC(=C(C21)C#N)N)F)F)C 4-(4-(((R)-1-acryloylpyrrolidin-3-yl)(methyl)amino)-8-fluoro-6-(trifluoromethyl)quinazolin-7-yl)-2-amino-7-fluorobenzo[b]thiophene-3-carbonitrile